1,2-oxazine O1NC=CC=C1